COC=1C=C(C=CC1OC)CCC(=O)O 3-(3,4-dimethoxyphenyl)propanoic acid